penten-1-ol CCCC=CO